CC(CC)(S(=O)(=O)[O-])C dimethyl-propanesulfonate